4-(4-Methylbenzyl)-2-(3-(pyridin-4-yl)-1-((2-(trimethylsilyl)ethoxy)methyl)-1H-pyrazol-5-yl)-2-azabicyclo[3.1.0]hexan-3-one CC1=CC=C(CC2C(N(C3CC23)C2=CC(=NN2COCC[Si](C)(C)C)C2=CC=NC=C2)=O)C=C1